Methyl-D-erythrose phosphate P(=O)(O)(O)O.CC(=O)[C@H](O)[C@H](O)CO